1-((2-cyano-4-fluoro-6-(piperazin-1-ylmethyl)phenoxy)methyl)cyclopropane-1-carboxylic acid C(#N)C1=C(OCC2(CC2)C(=O)O)C(=CC(=C1)F)CN1CCNCC1